FC=1C=C(C=CC1)C[C@H](C(=O)O)NC (R)-3-(3-fluorophenyl)-2-(methylamino)propanoic acid